(2S,5S)-3-(4-Aminophenethyl)-2-(1-(4-bromophenyl)-3-(furan-3-yl)-1H-pyrazol-4-yl)-5-Methyloxazolidin-4-one NC1=CC=C(CCN2[C@@H](O[C@H](C2=O)C)C=2C(=NN(C2)C2=CC=C(C=C2)Br)C2=COC=C2)C=C1